C(C)(C)(C)OC(=O)N1C[C@H]([C@@H](CC1)NC1=NN2C(C=N1)=C(C=C2C(C)C)F)F (3R,4R)-3-fluoro-4-({5-fluoro-7-isopropylpyrrolo[2,1-f][1,2,4]triazin-2-yl}amino)piperidine-1-carboxylic acid tert-butyl ester